CC1=CC(=NN1)N1CCN(CC1)C(=O)OC(C)(C)C tert-butyl 4-(5-methyl-1H-pyrazol-3-yl)piperazine-1-carboxylate